FC(CN1CCC(CC1)CC(=O)N)F 2-[1-(2,2-difluoroethyl)piperidin-4-yl]Acetamide